FC1(CCC=2C1=NC(=CC2)C(=O)N)F 7,7-difluoro-6,7-dihydro-5H-cyclopenta[b]pyridine-2-carboxamide